CC1=C(C2=C(SCS2)C(=C1)C(C(=O)[O-])(CC(=O)[O-])CCOC(C(=C)C)=O)C(C(=O)[O-])(CC(=O)[O-])CCOC(C(=C)C)=O 5-methylbenzo[d][1,3]dithiol-4,7-diylbis((2-(methacryloyloxy)ethyl)succinate)